C(C)(C)(C)NCC1=CC=C(C=C1)C1=NC2=C(N1)C=CC=C2C(=O)N 2-(4-((tert-butylamino)methyl)phenyl)-1H-benzimidazole-4-carboxamide